indolium bistrifluoromethanesulfonimidate FC(S(=O)([O-])=N)(F)F.FC(S(=O)([O-])=N)(F)F.[NH2+]1C=CC2=CC=CC=C12.[NH2+]1C=CC2=CC=CC=C12